CN(CC1=C(C=CC(=C1)OC)OC)C2=CC3=C(C=C2)N=C(N=C3N)N 2,4-diamino-6-[n-(2',5'-dimethoxybenzyl)-n-methylamino]quinazoline